C(C)OC(C(C(=O)OCC)(C)CC1(CC1)F)=O 2-((1-fluorocyclopropyl)methyl)-2-methylmalonic acid diethyl ester